((1s,3s)-benzyl 3-(5,7-difluoro-2-(4-fluorophenyl)-1H-indol-3-yl) cyclobutyl) carbamate C(N)(OC1(CC(C1)C1=C(NC2=C(C=C(C=C12)F)F)C1=CC=C(C=C1)F)CC1=CC=CC=C1)=O